6-(2,7-Dimethyl-2H-indazol-5-yl)-2-(piperidin-4-yl)[1,3]thiazolo[4,5-c]pyridin-Hydrochlorid Cl.CN1N=C2C(=CC(=CC2=C1)C1=CC2=C(C=N1)N=C(S2)C2CCNCC2)C